(3-((3-(methoxycarbonyl)but-3-en-1-yl)oxy)-3-oxopropyl)phenylphosphinic acid COC(=O)C(CCOC(CCP(O)(=O)C1=CC=CC=C1)=O)=C